3-bromo-5-oxo-6,7-dihydro-5H-cyclopenta[b]pyridine-6-carboxylic acid ethyl ester C(C)OC(=O)C1C(C=2C(=NC=C(C2)Br)C1)=O